FC1=C(C=CC=C1)C1=NC(=NC(=N1)NC1=CC(=NC=C1)F)NC(C)C (2-fluorophenyl)-N2-(2-fluoropyridin-4-yl)-N'-isopropyl-1,3,5-triazine-2,4-diamine